C(C)(=O)N(C(C)=O)C[C@H](COC1=CC=C(C=C1)S(=O)(=O)C1=CC(=C(C(=C1)Cl)OC[C@H](CCl)O)Cl)O N-acetyl-N-((R)-3-(4-((3,5-dichloro-4-((R)-3-chloro-2-hydroxypropoxy)phenyl)sulfonyl)phenoxy)-2-hydroxypropyl)acetamide